NC=1C=C(C=CC1)N(C(C1=CC(C(=O)N)=CC=C1)=O)C1=CC(=CC=C1)N N,N-bis(3-aminophenyl)isophthalamide